N-benzyl-N-octadecyl-N,N-dimethylammonium C(C1=CC=CC=C1)[N+](C)(C)CCCCCCCCCCCCCCCCCC